tert-Butyl N-[3-cyano-7-fluoro-4-[5-fluoro-3-[[(2S)-tetrahydrofuran-2-yl]methoxy]-7,9-dihydrofuro[3,4-f]quinazolin-6-yl]thieno[3,2-c]pyridin-2-yl]carbamate C(#N)C1=C(SC2=C1C(=NC=C2F)C=2C1=C(C=3C=NC(=NC3C2F)OC[C@H]2OCCC2)COC1)NC(OC(C)(C)C)=O